OCC1C(CCC1)CO 1,2-bis(hydroxymethyl)-cyclopentane